N1(CCCC1)CC1(CC1)C(OC=1N=CC2=C(N1)C=NC(=C2)C(F)(F)F)([2H])[2H] 2-((1-(pyrrolidin-1-ylmethyl)cyclopropyl)methoxy-d2)-6-(trifluoromethyl)pyrido[3,4-d]Pyrimidin